tert-butyl ((1-(4-cyano-6-(4-cyano-3-fluorophenyl)-5-(3-fluoro-4-methoxyphenyl)pyrid-2-yl)-4-hydroxylpiperid-4-yl)methyl)carbamate C(#N)C1=CC(=NC(=C1C1=CC(=C(C=C1)OC)F)C1=CC(=C(C=C1)C#N)F)N1CCC(CC1)(O)CNC(OC(C)(C)C)=O